Morpholin-3-One N1C(COCC1)=O